C1(CC1)CCC(=O)NC1=CC(=C(C=C1)F)N1N=C2N=CC(=CC2=C1)C(C)C 3-cyclopropyl-N-{4-fluoro-3-[5-(propan-2-yl)-2H-pyrazolo[3,4-b]pyridin-2-yl]phenyl}propionamide